CC1=NN(N=C1C)C1=CC=C(C=C1)CN (4-(4,5-dimethyl-2H-1,2,3-triazol-2-yl)phenyl)methanamine